6-chloro-7-cyclobutyl-5-fluoro-N-((3R,4R)-3-fluoro-1-(methylsulfonyl)piperidin-4-yl)pyrrolo[2,1-f][1,2,4]triazin-2-amine ClC=1C(=C2C=NC(=NN2C1C1CCC1)N[C@H]1[C@@H](CN(CC1)S(=O)(=O)C)F)F